FC1=C(C[C@H](N)C(=O)O)C(=C(C(=C1F)O)F)F 2,3,5,6-tetrafluorotyrosine